C1(=CC=CC=C1)N1C(SCCC1)=N 3-Phenyl-1,3-thiazinan-2-imine